2-(4-(2-((4-(Bis((9Z,12Z)-2-hydroxyoctadeca-9,12-dien-1-yl)amino)butyl)disulfaneyl)ethyl)piperazin-1-yl)ethyl 4-(bis((9Z,12Z,15Z)-2-hydroxyoctadeca-9,12,15-trien-1-yl)amino)butanoate OC(CN(CCCC(=O)OCCN1CCN(CC1)CCSSCCCCN(CC(CCCCCC\C=C/C\C=C/CCCCC)O)CC(CCCCCC\C=C/C\C=C/CCCCC)O)CC(CCCCCC\C=C/C\C=C/C\C=C/CC)O)CCCCCC\C=C/C\C=C/C\C=C/CC